1,4-dibromomethylbiphenyl BrCC1(CC=C(C=C1)CBr)C1=CC=CC=C1